C(C=C)(=O)OCCCCCCCCCCCCC[Si](OC)(OC)CCC acryloxytridecyl-propyl-dimethoxysilane